C(C)N1[C@@H](C=2N=CC=C(C3=CN4C(C(OCCCC[C@@H](NC1=O)CCC(F)(F)F)=N3)=NC=C4)C2)C (12R,16R)-13-ethyl-12-methyl-16-(3,3,3-trifluoropropyl)-12,13,15,16,17,18,19,20-octahydro-14H-6,22-(azeno)-11,7-(metheno)imidazo[2,1-c][1,4,10,13,15]oxatetraazacycloicosin-14-one